tert-butyl-2-(2-(2-isopropylphenyl)-4-(4-methoxybenzoyl)piperazin-1-yl)-7-azaspiro[3.5]nonane C(C)(C)(C)C1C(CC12CCNCC2)N2C(CN(CC2)C(C2=CC=C(C=C2)OC)=O)C2=C(C=CC=C2)C(C)C